COC1=CC=C(C=C1)CN(C=1C(=C(C(=CC1)F)C(CCl)=O)F)CC1=CC=C(C=C1)OC 1-(3-[bis[(4-methoxyphenyl)methyl]amino]-2,6-difluorophenyl)-2-chloroethanone